propargyl-tetrahydropyrimidinone C(C#C)N1C(NCCC1)=O